7-chloro-3-(5-(4-(trifluoromethoxy)phenyl)thiophen-2-yl)-3,4-dihydroacridine-1,9(2H,10H)-dione ClC1=CC=C2NC=3CC(CC(C3C(C2=C1)=O)=O)C=1SC(=CC1)C1=CC=C(C=C1)OC(F)(F)F